(2Z,6E,10E)-Geranylgeraniol C(\C=C(\C)/CCC=C(C)C)CC(C)=CCC\C(\C)=C\CO